1H-benzo[d]imidazol-5-yl-4-(4-(3,3-difluorobutyl)-2-fluorophenyl)oxazolidin-2-one N1C=NC2=C1C=CC(=C2)N2C(OCC2C2=C(C=C(C=C2)CCC(C)(F)F)F)=O